CN(CCOC=1C=CC(=C(C(=O)N[C@H](C)C2=CC(=CC(=C2)C=2C=NN(C2)CC(=O)NC)C2=NN(C=C2)C)C1)C)C (R)-5-(2-(dimethylamino)ethoxy)-2-methyl-N-(1-(3-(1-methyl-1H-pyrazol-3-yl)-5-(1-(2-(methylamino)-2-oxoethyl)-1H-pyrazol-4-yl)phenyl)ethyl)benzamide